COCC(=O)NC(C=1SC(=CC1)C1=NOC(=N1)C(F)(F)F)OC 2-methoxy-N-[methoxy-[5-[5-(trifluoromethyl)-1,2,4-oxadiazol-3-yl]-2-thienyl]methyl]-acetamide